CN1N=CC=C1C1CCNCC1 4-(1-methyl-1H-pyrazol-5-yl)piperidine